FC(C(=O)O)(F)F.CC=1C=C(C=CC1OC1=CC2=C(N(N=N2)C)C=C1)NC=1C2=C(N=CN1)C=CC(=N2)N2CCNCC2 N-[3-methyl-4-(1-methylbenzotriazol-5-yl)oxy-phenyl]-6-piperazin-1-yl-pyrido[3,2-d]pyrimidin-4-amine 2,2,2-trifluoroacetate